N[C@@H](C(=O)O)CNC(C1=C(C=CC(=C1)C=1C=NSC1CC)F)=O (R)-2-amino-3-(5-(5-ethylisothiazol-4-yl)-2-fluorobenzamido)propanoic acid